FC(CC1=C(NC2=CC=C(C=C12)C1CCN(CC1)C(CN(C)C)=O)C1=CC(=NC(=C1)C)C)F 1-(4-(3-(2,2-difluoroethyl)-2-(2,6-dimethylpyridin-4-yl)-1H-indol-5-yl)piperidin-1-yl)-2-(dimethylamino)ethan-1-one